C(#N)C=1C=C(C=CC1)C=1N=C(C=2N(C1)N=C(C2)C(=O)O)NCC2=C(C=C(C=C2)OC)OC 6-(3-cyanophenyl)-4-((2,4-dimethoxybenzyl)amino)pyrazolo[1,5-a]pyrazine-2-carboxylic acid